CC1=NN2N=C(C=C(C2=N1)C)C=1C=CC(=C(C1)O)C1=CN=C(N=N1)N1C[C@@H](NCC1)C(C)C 5-(2,8-dimethyl[1,2,4]triazolo[1,5-b]pyridazin-6-yl)-2-{3-[(3S)-3-(propan-2-yl)piperazin-1-yl]-1,2,4-triazin-6-yl}phenol